5-methyl-6-(3-((1-methyl-1H-pyrazol-5-yl)amino)-7,8-dihydro-1,6-naphthyridin-6(5H)-yl)-N-(thiazol-5-ylmethyl)nicotinamide CC=1C(=NC=C(C(=O)NCC2=CN=CS2)C1)N1CC=2C=C(C=NC2CC1)NC1=CC=NN1C